COC=1C=C(C=CC1)C1=NN(C=C1)C1=NC=2N(C(=N1)N1CCOCC1)N=C(C2)C2=CC=NC=C2 4-(2-(3-(3-methoxyphenyl)-1H-pyrazol-1-yl)-7-(pyridin-4-yl)pyrazolo[1,5-a][1,3,5]triazin-4-yl)morpholine